NC=1C=C2C(C(N(C2=CC1)CC1CCOCC1)=O)(C)C 5-amino-3,3-dimethyl-1-(tetrahydropyran-4-ylmethyl)indolin-2-one